diheptyl 11-azidohenicosanedioate N(=[N+]=[N-])C(CCCCCCCCCC(=O)OCCCCCCC)CCCCCCCCCC(=O)OCCCCCCC